tert-butyl naphtho[1,2-d]azepine-3(4H)-carboxylate C=1CN(CC=C2C1C1=CC=CC=C1C=C2)C(=O)OC(C)(C)C